3-methacryloxypropyldichlorosilane C(C(=C)C)(=O)OCCC[SiH](Cl)Cl